C1N(CCC12NCCCC2)C(=O)[O-] 2,6-diazaspiro[4.5]decane-2-carboxylate